6-Bromo-3-cyclobutyl-5-methylquinazolin-4(3H)-one BrC=1C(=C2C(N(C=NC2=CC1)C1CCC1)=O)C